(1S,3S,4S)-N-((R)-1-cyano-2-((S)-2-oxopiperidin-3-yl)ethyl)-2-((S)-3-cyclopropyl-2-((5-methylpyridin-3-yl)amino)propanoyl)-5,5-difluoro-2-azabicyclo[2.2.2]octane-3-carboxamide C(#N)[C@@H](C[C@H]1C(NCCC1)=O)NC(=O)[C@H]1N([C@@H]2CC([C@H]1CC2)(F)F)C([C@H](CC2CC2)NC=2C=NC=C(C2)C)=O